OCl hydroxy chloride